methyliminoBispropylamine CN=CCCNCCC